1-(4-((3-(3-fluoro-4-methoxyphenyl)imidazo[1,2-a]pyrazin-8-yl)amino)-2-methylbenzoyl)-N-((3-hydroxy-azetidin-3-yl)methyl)piperidine-4-carboxamide 2,2,2-trifluoroacetate FC(C(=O)O)(F)F.FC=1C=C(C=CC1OC)C1=CN=C2N1C=CN=C2NC2=CC(=C(C(=O)N1CCC(CC1)C(=O)NCC1(CNC1)O)C=C2)C